methyl-(2E)-but-2-ene-1,4-dioic acid (N-{[(tert-butyl) oxycarbonyl] methyl} carbamoyl) methyl ester COC(/C=C(/C(=O)OC(NCC(=O)OC(C)(C)C)=O)\C)=O